tert-butyl N-[(4S)-1'-(7-bromo-6-methyl-pyrazolo[1,5-a]pyrazin-4-yl)-2-methyl-spiro[4,6-dihydrocyclopenta[d]thiazole-5,4'-piperidine]-4-yl]carbamate BrC1=C(N=C(C=2N1N=CC2)N2CCC1(CC2)CC2=C(N=C(S2)C)[C@H]1NC(OC(C)(C)C)=O)C